(2s,4s)-1-(3-cyano-6-methyl-4-(trifluoromethyl)pyridin-2-yl)-4-hydroxy-N-methyl-N-(2,4,5-trifluorophenyl)pyrrolidine-2-carboxamide C(#N)C=1C(=NC(=CC1C(F)(F)F)C)N1[C@@H](C[C@@H](C1)O)C(=O)N(C1=C(C=C(C(=C1)F)F)F)C